Tert-Butyl N-[(E)-6-(2,6-difluorophenoxy)hex-4-enyl]carbamate FC1=C(OC/C=C/CCCNC(OC(C)(C)C)=O)C(=CC=C1)F